C(N)(OCCCCCCCCCCCCNC(COC=1C=NC(=CC1)C1=NC2=C(N1)C=CC(=C2)OC(F)(F)F)=O)=O (12-(2-((6-(5-(trifluoromethoxy)-1H-benzimidazol-2-yl) pyridin-3-yl) oxy) acetamido) dodecyl) carbamate